CP(=O)(C)C1=C(C=CC(=C1)C(F)(F)F)NC1=NC(=NC=C1C(F)(F)F)N[C@@H]1CNCCC1 N4-[2-(dimethylphosphoryl)-4-(trifluoromethyl)phenyl]-N2-[(3S)-piperidin-3-yl]-5-(trifluoromethyl)pyrimidin-2,4-diamine